C(C)(C)(C)OC(=O)N1CC2(C1)CN(C2)C2=CC=C(C=C2)C tert-butyl-6-(p-tolyl)-2,6-diazaspiro[3.3]heptane-2-carboxylate